(R)-8-(4-(4,4,5,5-tetramethyl-1,3,2-dioxaborolan-2-yl)phenyl)hexahydropyrazino[2,1-c][1,4]oxazin-4(3H)-one CC1(OB(OC1(C)C)C1=CC=C(C=C1)N1C[C@@H]2COCC(N2CC1)=O)C